C(C1=CC=CC=C1)OC(=O)N1CC(CCC1)COC1=CC=C(C=C1)C1CCN(CC1)C(=O)OC(C)(C)C tert-butyl 4-[4-([1-[(benzyloxy)carbonyl]piperidin-3-yl]methoxy)phenyl]piperidine-1-carboxylate